C(C)(C)(C)OC(=O)N1C[C@H](N(CC1)C1=C(C(=C(C=C1)Br)F)F)C (R)-4-(4-bromo-2,3-difluorophenyl)-3-methylpiperazine-1-carboxylic acid tert-butyl ester